[Mn].[Ca].[Zn].[Li].[Mg].C(CC)C=1C=C(C=CC1O)C1=C(C(=CC(=C1)CCC)NC([C@@H](CCCC(C1=CC=CC=C1)N)C1=CC=CC=C1)=O)O 3',5-dipropyl-3-[(S)-2,6-diphenyl-Amino-1-hexanoyl]amino-2,4'-dihydroxy-1,1'-biphenyl magnesium-lithium-zinc-calcium-manganese